4,5-dimethyl-1,3-dioxacyclopentan-2-one CC1OC(OC1C)=O